N1(CCCCCC1)C=1N=C(C2=C(C=NNC2=O)N1)NC1=CC=C(OCCN2CCC3(CC3C(=O)O)CC2)C=C1 6-(2-(4-((2-(azepan-1-yl)-5-oxo-5,6-dihydropyrimido[4,5-d]pyridazin-4-yl)amino)phenoxy)ethyl)-6-azaspiro[2.5]octane-1-carboxylic acid